7-(1-Tert-butyl-1H-pyrazol-4-yl)-5-{[(2S,6S)-6-(difluoromethyl)morpholin-2-yl]methoxy}-1,6-naphthyridine C(C)(C)(C)N1N=CC(=C1)C1=NC(=C2C=CC=NC2=C1)OC[C@@H]1CNC[C@H](O1)C(F)F